O[C@@H]1C=C(C([C@H]([C@@H]1O)OCC=1C(O)=CC=CC1C)=O)CO (4R,5R,6S)-4,5-dihydroxyl-6-(6'-methylsalicyloxy)-2-hydroxymethyl-2-cyclohexene-1-one